FC1=C2C=CN(C2=C(C=C1)C)C1C(NCC2=CC=CC=C12)=O 4-fluoro-7-methyl-N-(3-oxo-1,2,3,4-tetrahydroisoquinolin-4-yl)-1H-indole